C(C)(=O)N1[C@@H](CCC1)CO N-(acetyl)prolinol